2-methoxy-3-(prop-2-en-1-yl)benzaldehyde COC1=C(C=O)C=CC=C1CC=C